FC(C1=CC=C(C=C1)N1N=NC(=C1COC1=CC=C(N=N1)N1CC(C1)C(=O)NC=1C(=NC=CC1)F)C)F 1-(6-((1-(4-(Difluoromethyl)phenyl)-4-methyl-1H-1,2,3-triazol-5-yl)methoxy)pyridazine-3-yl)-N-(2-fluoropyridin-3-yl)azetidine-3-carboxamide